CN(CCC1=CNC2=CC=C(C=C12)OC(F)(F)F)C N,N-dimethyl-2-(5-(trifluoromethoxy)-1H-indol-3-yl)ethan-1-amine